BrC1=CC=CC=2C=3C(CN(C3C=CC21)C(NCCCC)=N)C 6-Bromo-N-butyl-1-methyl-1,2-dihydro-3H-benzo[e]indole-3-carboximidamide